9-(4,4''-dimethyl-[1,1':4',1''-terphenyl]-2'-yl)-9H-carbazole CC1=CC=C(C=C1)C1=C(C=C(C=C1)C1=CC=C(C=C1)C)N1C2=CC=CC=C2C=2C=CC=CC12